5-tetrahydrofuran-2-yloxymethyloxycarbonyl-bicyclo[2.2.1]Hept-2-ene O1C(CCC1)OCOC(=O)C1C2C=CC(C1)C2